C(C)OC1=C(C=C(CCN)C=C1OC)SC 4-ethoxy-5-methoxy-3-methylthio-phenethylamine